N1(CCCC1)CC1=CC(=C2C=CC=NC2=C1O)[N+](=O)[O-] 7-(Pyrrolidinomethyl)-5-nitro-8-hydroxyquinoline